C1(CC1)N1CCC(CC1)N1CCC(CC1)C=1C=CC2=C(NC(=N2)C2=CC(=C(C=C2)OC)OC)C1F 6-(1'-Cyclopropyl-[1,4'-bipiperidin]-4-yl)-2-(3,4-dimethoxyphenyl)-7-fluoro-1H-benzo[d]imidazol